C(C)(C)(C)OC(=O)N1CCC(CC1)CC(=O)N1CCC(CC1)O 1-(1-tert-butoxycarbonyl-4-piperidylacetyl)-4-hydroxypiperidine